methyl 7-[3-[tert-butoxycarbonyl(methyl)amino]azetidin-1-yl]-2-methoxy-1,3-benzothiazole-4-carboxylate C(C)(C)(C)OC(=O)N(C1CN(C1)C=1C=CC(=C2N=C(SC21)OC)C(=O)OC)C